S(=O)(=O)(C1=CC=C(C)C=C1)O[C@H]1CN(CC1)C(=O)OC(C)(C)C t-Butyl (R)-3-(tosyloxy)pyrrolidine-1-carboxylate